BrC1=CN=C2N1C=C(C=C2)C2=CC=C(C=C2)OC(C)C 3-bromo-6-[4-(propan-2-yloxy)phenyl]imidazo[1,2-a]pyridine